ClCCOC=1C(=C2CCC=C(C2=CC1F)OS(=O)(=O)C(F)(F)F)F 6-(2-chloroethoxy)-5,7-difluoro-3,4-dihydronaphthalen-1-yl-trifluoromethanesulfonic acid